trans-N-[8-amino-6-(1-methylpyrazol-4-yl)cinnolin-3-yl]-2-cyano-cyclopropanecarboxamide NC=1C=C(C=C2C=C(N=NC12)NC(=O)[C@H]1[C@@H](C1)C#N)C=1C=NN(C1)C